(±)-trans-N-(8-amino-6-(5-amino-4-methylpyridin-3-yl)-7-chloroisoquinolin-3-yl)-2-(cyanomethyl)cyclopropanecarboxamide NC=1C(=C(C=C2C=C(N=CC12)NC(=O)[C@H]1[C@@H](C1)CC#N)C=1C=NC=C(C1C)N)Cl |r|